NC1=NC=CC=C1C1=NC=2C(=NC(=CC2)C2=CC(=CC=C2)C#N)N1C1=CC=C(CN2CCN(CC2)C2=NC(=NC=C2)C#N)C=C1 4-(4-(4-(2-(2-aminopyridin-3-yl)-5-(3-cyanophenyl)-3H-imidazo[4,5-b]pyridin-3-yl)benzyl)piperazin-1-yl)pyrimidine-2-carbonitrile